methyl 2-(4-chlorophenyl)-4,6-dimethylpyrimidine-5-carboxylate ClC1=CC=C(C=C1)C1=NC(=C(C(=N1)C)C(=O)OC)C